(4-azidobenzyl)-2-(2-isopropylphenyl)-7,9-dihydro-8H-purin-8-one N(=[N+]=[N-])C1=CC=C(CN2C3=NC(=NC=C3NC2=O)C2=C(C=CC=C2)C(C)C)C=C1